N-n-propyl-Aniline methyl-1-(4-isopropyl-2-methoxyphenyl)cyclopropane-1-carboxylate COC(=O)C1(CC1)C1=C(C=C(C=C1)C(C)C)OC.C(CC)NC1=CC=CC=C1